C(C)(C)(C)OC(=O)N(CC#CC=1N(C2=CC=CC(=C2C1)N[C@@H]1[C@@H](CN(CC1)C(=O)OC(C)(C)C)F)CCC)C1=C(C=C(C=C1OC)S(=O)(=O)C)F tert-butyl (3R,4S)-4-((2-(3-((tert-butoxycarbonyl)(2-fluoro-6-methoxy-4-(methylsulfonyl)phenyl)amino)prop-1-yn-1-yl)-1-propyl-1H-indol-4-yl)amino)-3-fluoropiperidine-1-carboxylate